N1N=C(C=C1)CN1C(C2=CC=C(C=C2C=N1)S(=O)(=O)C=1C=CC2=C(C=CO2)C1)=O 2-((1H-pyrazol-3-yl)methyl)-6-(benzofuran-5-ylsulfonyl)phthalazin-1(2H)-one